(R)-1-(3-methylpiperazin-1-yl)ethan-1-one hydrochloride Cl.C[C@@H]1CN(CCN1)C(C)=O